2-{3-[(1R)-1-({6-[ethyl(methyl)phosphoryl]-2-methylpyrido[3,4-d]pyrimidin-4-yl}amino)ethyl]-2-fluorophenyl}-2,2-difluoroethan-1-ol C(C)P(=O)(C)C1=CC2=C(N=C(N=C2N[C@H](C)C=2C(=C(C=CC2)C(CO)(F)F)F)C)C=N1